ClC=1C=C(CN(C=2C3=C(N=C(N2)N(CCOC)CCOC)C(=NC(=N3)N(CCOC)CCOC)N3CCN(CC3)C3=NN(C=N3)C)C)C=CC1 N4-(3-chlorobenzyl)-N2,N2,N6,N6-tetrakis(2-methoxyethyl)-N4-methyl-8-(4-(1-methyl-1H-1,2,4-triazol-3-yl)piperazin-1-yl)pyrimido[5,4-d]pyrimidine-2,4,6-triamine